ClC=1N=C(C2=C(N1)C(N(C2)C(C)C)=O)Cl 2,4-dichloro-6-isopropyl-5H-pyrrolo[3,4-d]pyrimidin-7(6H)-one